3,5-bis(4-azido-2,3,5,6-tetrafluorobenzyl)-1-methylpiperidin-4-one N(=[N+]=[N-])C1=C(C(=C(CC2CN(CC(C2=O)CC2=C(C(=C(C(=C2F)F)N=[N+]=[N-])F)F)C)C(=C1F)F)F)F